[Li].[Ge](=S)=S germanium disulphide lithium